(3-{4-[6-(difluoromethoxy)pyridin-3-yl]-6-oxo-1,6-dihydropyrimidin-2-yl}-2-fluoro-4-(trifluoromethyl)benzyl)isobutyramide FC(OC1=CC=C(C=N1)C=1N=C(NC(C1)=O)C=1C(=C(CC(C(=O)N)(C)C)C=CC1C(F)(F)F)F)F